N-Boc-1,2-distearoyl-propylamine C(=O)(OC(C)(C)C)NC(C(C)C(CCCCCCCCCCCCCCCCC)=O)C(CCCCCCCCCCCCCCCCC)=O